1-(4-bromophenyl)-4-[2-[tert-butyl(dimethyl)silyl]oxyethyl]piperidin-4-ol BrC1=CC=C(C=C1)N1CCC(CC1)(O)CCO[Si](C)(C)C(C)(C)C